C1N(CCC12NCCCC2)C2=C1C(=NC=C2)N(C=C1C=1SC(=CN1)C)COCC[Si](C)(C)C 2-[[4-(2,6-diazaspiro[4.5]dec-2-yl)-3-(5-methylthiazol-2-yl)pyrrolo[2,3-b]pyridin-1-yl]methoxy]ethyl-trimethyl-silane